CC(C)P(=O)(C(C)C)C1=CC2=C(N=C(N=C2N[C@H](C)C=2C(=C(C=CC2)C(C(C)(O)C)(F)F)F)C)N=C1 1-{3-[(1R)-1-({6-[bis(prop-2-yl)phosphoryl]-2-methylpyrido[2,3-d]pyrimidin-4-yl}amino)ethyl]-2-fluorophenyl}-1,1-difluoro-2-methylpropan-2-ol